CN(C1CCN(CC1)C1=C(C=C(C(=C1)OC)NC1=NC=C(C(=N1)C=1C=NN(C1)C)F)C(C(=O)N)=C)C (2-(4-(dimethylamino)piperidin-1-yl)-5-(5-fluoro-4-(1-methyl-1H-pyrazol-4-yl)pyrimidin-2-ylamino)-4-methoxyphenyl)acrylamide